(2R,3S)-3-amino-4-phenylbutane-1,2-diol N[C@H]([C@H](CO)O)CC1=CC=CC=C1